O1CCN(CC1)C=1C=C(C=2N(N1)C(=CN2)C(F)(F)F)NCC(=O)O (6-morpholino-3-(trifluoromethyl)imidazo[1,2-b]pyridazin-8-yl)glycine